C(C)(=O)N1CC(C2=NC(=CC(=C21)C=O)C#N)(C)C 1-acetyl-7-formyl-3,3-dimethyl-2H-pyrrolo[3,2-b]pyridine-5-carbonitrile